Hexadecanoic ACID METHYL ESTER COC(CCCCCCCCCCCCCCC)=O